1,2-bis(2-(2,5-dioxo-2,5-dihydro-1H-pyrrol-1-yl)acetyl)hydrazine O=C1N(C(C=C1)=O)CC(=O)NNC(CN1C(C=CC1=O)=O)=O